(Z,Z)-7,11-hexadecadienal C(CCCCC\C=C/CC\C=C/CCCC)=O